C(CCC)OC=CC1=CC=CC=C1 butoxystyrene